CC1(CN(C1)CC(=O)NC=1C=C(C(=NC1)C)NC(=O)C=1C=NN2C1SC(=C2)C=2C=NN(C2)CC2COC2)C N-(5-(2-(3,3-dimethyl-azetidin-1-yl)acetamido)-2-methylpyridin-3-yl)-2-(1-(oxetan-3-ylmethyl)-1H-pyrazol-4-yl)pyrazolo[5,1-b]Thiazole-7-carboxamide